OC1CN(C1)C(=O)O[C@@H]1CC[C@H](CC1)C(N(C[C@@H]1CC[C@H](CC1)C1=CC(=C(C=C1)OC)C)C1=CC(=CC=C1)C=1N=C(OC1)C(C)C)=O trans-4-((3-(2-Isopropyloxazol-4-yl)phenyl)((trans-4-(4-methoxy-3-methylphenyl)cyclohexyl)methyl)carbamoyl)cyclohexyl 3-hydroxyazetidine-1-carboxylate